2-[morpholin-2-yl]-4H-pyrazolo[1,5-a]pyrimidin-7-one N1CC(OCC1)C1=NN2C(NC=CC2=O)=C1